OC(CC(=O)O)(C)C.C1(CC1)C(=O)C=1C=C(C(=O)OC)C=C(C1)C(F)(F)F methyl 3-(cyclopropanecarbonyl)-5-(trifluoromethyl)benzoate β-hydroxyl-β-methylbutyrate